3-(4-bromophenyl)-4-(4-methoxyphenyl)chroman-7-ol BrC1=CC=C(C=C1)C1COC2=CC(=CC=C2C1C1=CC=C(C=C1)OC)O